1-(4-(5-(5-(methoxymethyl)-2-methylpyrazolo[1,5-a]pyrimidin-7-yl)pyridin-3-yl)phenyl)pyrrolidin-2-one COCC1=NC=2N(C(=C1)C=1C=C(C=NC1)C1=CC=C(C=C1)N1C(CCC1)=O)N=C(C2)C